(2S,4R)-N-((S)-1-(4-cyanophenyl)ethyl)-1-((S)-2-(3-(4-(dimethoxymethyl)piperidin-1-yl)isoxazol-5-yl)-3-methylbutanoyl)-4-hydroxypyrrolidine-2-carboxamide C(#N)C1=CC=C(C=C1)[C@H](C)NC(=O)[C@H]1N(C[C@@H](C1)O)C([C@@H](C(C)C)C1=CC(=NO1)N1CCC(CC1)C(OC)OC)=O